4-(7-((2-methoxy-5-methylpyridin-3-yl)sulfonyl)-7-azaspiro[3.5]non-2-yl)morpholine COC1=NC=C(C=C1S(=O)(=O)N1CCC2(CC(C2)N2CCOCC2)CC1)C